4-[2-[(2-methoxyethoxy)methoxy]-1-methylethyl]-3-nitrobenzoate COCCOCOCC(C)C1=C(C=C(C(=O)[O-])C=C1)[N+](=O)[O-]